(1S,3R,4S)-N-((R)-1-cyano-2-((R)-2-oxopyrrolidin-3-yl)ethyl)-5,5-difluoro-2-((S)-2-hydroxy-2-phenylpropanoyl)-2-azabicyclo[2.2.2]octane-3-carboxamide C(#N)[C@@H](C[C@@H]1C(NCC1)=O)NC(=O)[C@@H]1N([C@@H]2CC([C@H]1CC2)(F)F)C([C@](C)(C2=CC=CC=C2)O)=O